(9E)-hexatriacont-9-ene-18,19-diol CCCCCCCC\C=C\CCCCCCCC(C(CCCCCCCCCCCCCCCCC)O)O